FC=1C=C(C=C(C1)F)C=1C=C(C(=O)N2CCN(CC2)C2=NC3=CC=CC=C3C(N2)=O)C=CC1 2-[4-[3-(3,5-Difluorophenyl)benzoyl]piperazin-1-yl]-3H-quinazolin-4-one